FC(COC1=C(C=CC=C1)[N+](=O)[O-])(F)F o-trifluoroethoxynitrobenzene